3-[3-(difluoromethoxy)phenyl]-N-[(1S,2S)-2-hydroxycyclohexyl]-1-isopropyl-pyrazolo[4,3-b]pyridine-6-carboxamide FC(OC=1C=C(C=CC1)C1=NN(C=2C1=NC=C(C2)C(=O)N[C@@H]2[C@H](CCCC2)O)C(C)C)F